FC(C1=C(C=C(C=N1)C=1C2=C(NCC3(CC3)N1)C(=CC=C2)F)C)F 5-(6-(difluoromethyl)-5-methylpyridin-3-yl)-9-fluoro-1,2-dihydro-spiro[benzo[e][1,4]diazepine-3,1-cyclopropane]